C(C#C)N1C2=C(OC3(CC3)C1=O)C=CC=C2 4-(prop-2-yn-1-yl)spiro[benzo[b][1,4]oxazin-2,1'-cyclopropane]-3(4H)-one